(tert-butyl 2-(2'-((6-chloro-2-methylpyrimidin-4-yl) oxy)-4'-cyano-[1,1'-biphenyl]-4-yl) ethyl) carbamate C(N)(OCC(C1=CC=C(C=C1)C1=C(C=C(C=C1)C#N)OC1=NC(=NC(=C1)Cl)C)C(C)(C)C)=O